C1(=C(C=CC=C1)C1=NC(=NC(=N1)C=1C=C(C=CC1)C1=CC(=CC=C1)Br)C1=CC=CC=C1)C1=CC=CC=C1 2-([1,1'-biphenyl]-2-yl)-4-(3'-bromo-[1,1'-biphenyl]-3-yl)-6-phenyl-1,3,5-triazine